C(C1=CC=CC=C1)OC1=NC(=CC=C1C1=NN(C2=CC(=CC=C12)N1CCC(CC1)CCC(OC)OC)C)OCC1=CC=CC=C1 3-(2,6-dibenzyloxy-3-pyridyl)-6-[4-(3,3-dimethoxypropyl)-1-piperidyl]-1-methyl-indazole